3,8,11-tetradecatriene-1-ol C(CC=CCCCC=CCC=CCC)O